ClC=1C=C(C=C(C1OCCCl)C#N)C(C)(C)C1=CC=C(C=C1)C=1C=NC(=NC1)N1CC(C1)NS(=O)(=O)C N-(1-(5-(4-(2-(3-chloro-4-(2-chloroethoxy)-5-cyanophenyl)propan-2-yl)phenyl)pyrimidin-2-yl)azetidin-3-yl)methanesulfonamide